C(C1=CC=CC=C1)N1N=C(C=C1)C1=CN(C=2N=C(N=CC21)Cl)[C@H]2[C@@H]([C@@H]([C@H](C2)C2CCNCC2)O)O (1R,2S,3R,5R)-3-(5-(1-Benzyl-1H-pyrazol-3-yl)-2-chloro-7H-pyrrolo[2,3-d]pyrimidin-7-yl)-5-(piperidin-4-yl)cyclopentane-1,2-diol